1-(3-(4-chloro-3,5-dimethylphenoxy)propyl)-4-((3-chlorobenzyl)(4-isopropylphenyl)amino)-1H-pyrrole-2-carboxylic acid ClC1=C(C=C(OCCCN2C(=CC(=C2)N(C2=CC=C(C=C2)C(C)C)CC2=CC(=CC=C2)Cl)C(=O)O)C=C1C)C